isobutyltin C(C(C)C)[Sn]